(S)-N-(2-amino-2-carbonyl-1-phenylethyl)-3-(pyridin-4-yl)-1,7-dihydroimidazo[4,5-f]indazole-6-carboxamide NC([C@H](C1=CC=CC=C1)NC(=O)C=1NC2=C(C=C3C(=NNC3=C2)C2=CC=NC=C2)N1)=C=O